C(C)(C)(C)OC(=O)N1CC(C1)(C(=O)OC(C)(C)C)O 3-hydroxyazetidine-1,3-dicarboxylic acid di-tert-butyl ester